C(C)(C)(C)C=1C=C(C=C(C1O)C(C)(C)C)CCC(=O)C(CCCCC)(N)N 3,5-di-tert-butyl-4-hydroxyphenylpropionyl-hexanediamine